C1(CC1)CC(=O)NC=1C=NC=2N(C1)N=CC2C(=O)NC2=C(C(=CC=C2)C2=NN(C=N2)C)OC 6-(2-cyclopropylacetamido)-N-(2-methoxy-3-(1-methyl-1H-1,2,4-triazol-3-yl)phenyl)pyrazolo[1,5-a]pyrimidine-3-carboxamide